C(C)C(C(=O)O)(C)OCC.C(C)OC(C(=O)OCC)C ethyl ethoxypropionate (ethyl ethoxy propionate)